(3-((Dimethylamino)methyl)-4-hydroxy-4-(3-methoxyphenyl)piperidin-1-yl)(1-phenylcyclohex-yl)methanone hydrochloride Cl.CN(C)CC1CN(CCC1(C1=CC(=CC=C1)OC)O)C(=O)C1(CCCCC1)C1=CC=CC=C1